N-(1-(1H-indol-3-yl)hexan-2-yl)-6-(4-methylpiperazin-1-yl)benzo[d]thiazole N1C=C(C2=CC=CC=C12)CC(CCCC)N1CSC2=C1C=CC(=C2)N2CCN(CC2)C